1,3-Cyclohexanebis(methylamin) C1(CC(CCC1)CN)CN